OC1=NOC2=C(C=C1)C=CC(=C2O)C(CCCCC=C)O 3,9-dihydroxy-8-(1-hydroxyhept-6-en-1-yl)benzo[5,6]oxazepin